p-aminobenzenesulfonyl-guanidine NC1=CC=C(C=C1)S(=O)(=O)NC(=N)N